1-Iodo-7-nitro-naphthalene IC1=CC=CC2=CC=C(C=C12)[N+](=O)[O-]